1-(dimethyl-(3-(pentan-2-yl)-1H-inden-1-ol-1-yl)silyl)-4-phenyl-1,5,6,7-tetrahydro-s-indacene C[Si](C1C=CC2=C(C=3CCCC3C=C12)C1=CC=CC=C1)(C1(C=C(C2=CC=CC=C12)C(C)CCC)O)C